4,4,5,5-Tetramethyl-2-(3,4,5-trifluorophenyl)-1,3,2-dioxaborolane CC1(OB(OC1(C)C)C1=CC(=C(C(=C1)F)F)F)C